ClC1=CC=C(C=C1)C(CC(C)=O)=O 1-(4-chlorophenyl)-1,3-butanedione